propylpyridine-2,5-diamine C(CC)C=1C(=NC=C(C1)N)N